FC(C1=C2C=CNC2=CC=C1)(F)F 4-(trifluoromethyl)-1H-indole